ClC1=C2C3=C(N=CN=C3C=C1C1=C3C=NNC3=CC=C1C)N1[C@@H](CO2)CN(CC1)C(C=C)=O 1-[(8aR)-6-Chloro-5-(5-methyl-1H-indazol-4-yl)-8a,9,11,12-tetrahydropyrazino[2',1':3,4][1,4]oxazepino[5,6,7-de]quinazolin-10(8H)-yl]prop-2-en-1-one